[K].C(C)OC(C(=NO)C#N)=O 2-Cyano-2-(hydroxyimino)acetic acid ethyl ester, potassium salt